CC1([C@H](C1)C(=O)N1CC2(C1)CN(CC2C(N)=NO)C(=O)C2=CN=CS2)C 2-((S)-2,2-dimethyl-cyclopropane-1-carbonyl)-N'-hydroxy-6-(thiazole-5-carbonyl)-2,6-diazaspiro[3.4]octane-8-carboximidamide